NC1=C(O[C@@H]2O[C@@H]([C@H]([C@@H]([C@H]2CC(=O)[O-])CC(=O)[O-])CC(=O)[O-])C(=O)OC)C=CC(=C1)CO (2S,3R,4S,5S,6S)-2-(2-amino-4-(hydroxymethyl)phenoxy)-6-(methoxycarbonyl)tetrahydro-2H-pyran-3,4,5-triacetate